(1R,3S)-3-[3-({[2-(methylsulfamoyl) phenyl]acetyl} amino)-1H-pyrazol-5-yl]cyclopentyl (2S)-butan-2-ylcarbamate C[C@@H](CC)NC(O[C@H]1C[C@H](CC1)C1=CC(=NN1)NC(CC1=C(C=CC=C1)S(NC)(=O)=O)=O)=O